5-(4-(hydroxymethyl)phenyl)-3,6-dihydro-7H-[1,2,3]triazolo[4,5-d]pyrimidin-7-one OCC1=CC=C(C=C1)C=1NC(C2=C(N1)NN=N2)=O